(S)-1-(dimethylamino)-3-(2-(3-methoxyphenethyl)phenoxy)propan-2-yl (2,2,2-trichloro-1-(dimethoxyphosphoryl)ethyl) succinate C(CCC(=O)OC(C(Cl)(Cl)Cl)P(=O)(OC)OC)(=O)O[C@@H](CN(C)C)COC1=C(C=CC=C1)CCC1=CC(=CC=C1)OC